CCCN[Si](OCC)(OCC)OCC 3-propylaminotriethoxysilane